2-[2-(2-cyclopropylmorpholin-4-yl)-[1,2,4]triazolo[1,5-a]pyrimidin-5-yl]-3,5-dimethyl-phenol C1(CC1)C1CN(CCO1)C1=NN2C(N=C(C=C2)C2=C(C=C(C=C2C)C)O)=N1